Racemic-tert-butyl ((4-(pyridin-4-yl)-1,3-dihydroisobenzofuran-1-yl)methyl)carbamate N1=CC=C(C=C1)C1=C2CO[C@H](C2=CC=C1)CNC(OC(C)(C)C)=O |r|